BrC1=C(C=C(CNC(=O)C2CN(CCC2)C=2C=3C(N=CN2)=NN(C3)C3=CC=C(C=C3)C)C=C1)C N-(4-bromo-3-methylbenzyl)-1-(2-(p-tolyl)-2H-pyrazolo[3,4-d]pyrimidin-4-yl)piperidine-3-carboxamide